FC(C1=NC(=NO1)C1=CC=C(C=C1)CNC1CC1)(F)F N-[[4-[5-(trifluoromethyl)-1,2,4-oxadiazol-3-yl]phenyl]methyl]cyclopropylamine